N-{(2S,3R)-1-(azetidine-1-carbonyl)-4,4-difluoro-2-[(3'-fluoro[1,1'-biphenyl]-3-yl)methyl]pyrrolidin-3-yl}methanesulfonamide N1(CCC1)C(=O)N1[C@H]([C@H](C(C1)(F)F)NS(=O)(=O)C)CC=1C=C(C=CC1)C1=CC(=CC=C1)F